N-((3'R,6'R)-6'-hydroxy-2',2',4',6'-tetramethyl-7'-oxo-2',3',6',7'-tetrahydrospiro[cyclopropane-1,5'-inden]-3'-yl)-4-methylbenzenesulfonamide O[C@@]1(C2(C(=C3[C@@H](C(C=C3C1=O)(C)C)NS(=O)(=O)C1=CC=C(C=C1)C)C)CC2)C